C(=O)(O)C1=CC=C(C=C1)C(=CC1=CC=C(C=C1)O)C 4-carboxy-4'-hydroxy-α-methylstilbene